C1(CC1)C1=CC=C(C=N1)C1=CC2=C(N=CN(C2=O)[C@H](CO)C)C(=N1)C=1C=NN(C1)C (S)-6-(6-cyclopropylpyridin-3-yl)-3-(1-hydroxypropan-2-yl)-8-(1-methyl-1H-pyrazol-4-yl)pyrido[3,4-d]pyrimidin-4(3H)-one